1-{2-[(2,5-dioxopyrrolidine-1-yl)oxy]-2-oxoethyl}-1H-pyrrole-2,5-dione O=C1N(C(CC1)=O)OC(CN1C(C=CC1=O)=O)=O